ONC(=O)C1=CC=C(CN(C(=O)N2CCOCC2)C2=CC(=CC=C2)OC)C=C1 N-(4-(hydroxycarbamoyl)benzyl)-N-(3-methoxyphenyl)morpholine-4-carboxamide